2-(4-morpholinopiperidin-1-yl)acetamide O1CCN(CC1)C1CCN(CC1)CC(=O)N